[Si](C)(C)(C(C)(C)C)OCC(=C)C=1C=NC=C(C1)C1=CC(=C(C=C1)OC)OC1CC1 3-(3-((tert-butyl-dimethylsilyl)oxy)prop-1-en-2-yl)-5-(3-cyclopropoxy-4-methoxyphenyl)pyridine